tert-butyl (1R,4S,5S)-5-carbamoyl-2-azabicyclo[2.1.1]hexane-2-carboxylate C(N)(=O)[C@H]1[C@H]2CN([C@@H]1C2)C(=O)OC(C)(C)C